(3R)-3-{[7,9-dibromo-2-(4-fluorophenyl)[1,2,4]triazolo[1,5-c]quinazolin-5-yl]amino}azepin-2-one BrC1=CC(=CC=2C=3N(C(=NC12)NC=1C(N=CC=CC1)=O)N=C(N3)C3=CC=C(C=C3)F)Br